BrC=1N(C=CN1)COC 2-bromo-1-(methoxy-methyl)imidazole